(R)-(1-(2-(1H-indol-3-yl)ethyl)-6,7-dimethoxy-3,4-dihydroisoquinoline-2(1H)-yl)(tetrahydro-2H-pyran-4-yl)methanone N1C=C(C2=CC=CC=C12)CC[C@H]1N(CCC2=CC(=C(C=C12)OC)OC)C(=O)C1CCOCC1